N[C@@H](C)C=1OC2=C(C1Cl)C=C(C=C2C(=O)OC)F Methyl (S)-2-(1-aminoethyl)-3-chloro-5-fluorobenzofuran-7-carboxylate